2,4,6-tris(2-pyridinyl)-1,3,5-triazine N1=C(C=CC=C1)C1=NC(=NC(=N1)C1=NC=CC=C1)C1=NC=CC=C1